4-(5-hydroxy-3-phenyl-1H-pyrazol-1-yl)benzoic acid OC1=CC(=NN1C1=CC=C(C(=O)O)C=C1)C1=CC=CC=C1